C(C)(C)C1=C(C=CC=C1)C=1C=NC=2CCN(CC2C1)C=1C(=C(C=2N(N1)C(C=CN2)=O)C)C 7-(3-(2-isopropylphenyl)-7,8-dihydro-1,6-naphthyridin-6(5H)-yl)-8,9-dimethyl-4H-pyrimido[1,2-b]pyridazin-4-one